FC(C=1C=CC(=NC1)C=1C=2N(C=C(N1)CNC(OC(C)(C)C)=O)C=CN2)(F)F tert-butyl ((8-(5-(trifluoromethyl)pyridin-2-yl)imidazo[1,2-a]pyrazin-6-yl)methyl)carbamate